C(C1=CC=CC=C1)OC[C@H](N)C(=O)O |r| O-benzyl-DL-serine